1-(2,6-bis(1-methyl-1H-pyrazol-4-yl)pyridin-4-yl)-4-(3-fluorophenyl)piperidin-4-ol CN1N=CC(=C1)C1=NC(=CC(=C1)N1CCC(CC1)(O)C1=CC(=CC=C1)F)C=1C=NN(C1)C